C(CCCCCCC)(=O)OCCCC\C=C/CCBr (Z)-8-bromooct-5-en-1-yl octanoate